CC12CCCC1C1CCC3CC(CCC3C1CC2)(O)C(F)(F)F 13-methyl-3-(trifluoromethyl)hexadecahydro-1H-cyclopenta[a]phenanthren-3-ol